COC=1C=C(C=O)C=C(C1SCCCCC)OC 3,5-dimethoxy-4-(pentylthio)benzaldehyde